C(C)(C)OC1=NC=2N(C=C1C(=O)NC=1C(=NC=CC1)OC)C=C(N2)C21COC(CC2)(C1)C 7-isopropoxy-N-(2-methoxypyridin-3-yl)-2-(1-methyl-2-oxabicyclo[2.2.1]heptan-4-yl)imidazo[1,2-a]pyrimidine-6-carboxamide